methyl 5-amino-2-(4-(4-(tert-butoxycarbonyl) piperazin-1-yl) bicyclo[2.2.2]oct-1-yl)-2H-indazole-6-carboxylate NC1=CC2=CN(N=C2C=C1C(=O)OC)C12CCC(CC1)(CC2)N2CCN(CC2)C(=O)OC(C)(C)C